C1(=CC=CC=C1)S(=O)(=O)C1=CC=C(C=C1)CNC(=O)C=1C=C2C=CC=NC2=CC1 N-{[4-(benzenesulfonyl)phenyl]meth-yl}quinoline-6-carboxamide